3-(3-((3-(2-(((1H-indazol-6-yl)methyl)amino)propan-2-yl)phenyl)amino)-2,5-dioxo-2,5-dihydro-1H-pyrrol-1-yl)piperidine-2,6-dione N1N=CC2=CC=C(C=C12)CNC(C)(C)C=1C=C(C=CC1)NC=1C(N(C(C1)=O)C1C(NC(CC1)=O)=O)=O